COC(CCCN1S(C2=C(C1=O)C=CC(=C2)C(=O)NC2=CC=C(C=C2)C=2C=CC(=NC2)C(=O)NC=2C=CC=C1C=CC=C(C21)C(=O)O)(=O)=O)=O 8-(5-(4-[2-(4-methoxy-4-oxobutyl)-1,1,3-trioxo-2,3-dihydro-1lambda6,2-benzothiazole-6-amido]phenyl)pyridine-2-amido)naphthalene-1-carboxylic acid